C(C)NC1=NC=C(C(N1C)=O)C1=NC2=NC=C(C=C2C=C1)O 2-(ethylamino)-5-(6-hydroxy-1,8-naphthyridin-2-yl)-3-methylpyrimidin-4(3H)-one